CC=1N=CC(=NC1)NC(N)=O 3-(5-methylpyrazin-2-yl)urea